6-Chloro-N-(3-chloro-4-(pyridin-2-ylmethoxy)phenyl)pyrido[3,4-d]pyrimidin-4-amine ClC1=CC2=C(N=CN=C2NC2=CC(=C(C=C2)OCC2=NC=CC=C2)Cl)C=N1